N=1C=C(N2N=CC=CC21)NC(=O)C2=CC1=CN(N=C1C=C2OC)[C@@H]2[C@H](CC(CC2)NC)C N-(imidazo[1,2-b]pyridazin-3-yl)-6-methoxy-2-((1S,2S)-2-methyl-4-(methylamino)cyclohexyl)-2H-indazole-5-carboxamide